C(C)S(=O)(=O)C1=C(C=CC(=C1)C(F)(F)F)C1=CN=C(N1C)C=CC(F)(F)F 5-(2-(Ethylsulfonyl)-4-(trifluoromethyl)phenyl)-1-methyl-2-(3,3,3-trifluoroprop-1-en-1-yl)-1H-imidazole